NC1=CC(=NC(=C1)C1(CC1)C)C(C)C1=C2C(=NC(=NC2=CC(=C1OCCOC)OC)C)N (1-(4-amino-6-(1-methylcyclopropyl)pyridin-2-yl)ethyl)-7-methoxy-6-(2-methoxyethoxy)-2-methyl-quinazolin-4-amine